3-(4-((1,4,7,10-tetrakis(2-(tert-butoxy)-2-oxoethyl)-1,4,7,10-tetraazacyclododecan-2-yl)methyl)phenyl)propanoic acid C(C)(C)(C)OC(CN1C(CN(CCN(CCN(CC1)CC(OC(C)(C)C)=O)CC(OC(C)(C)C)=O)CC(OC(C)(C)C)=O)CC1=CC=C(C=C1)CCC(=O)O)=O